cyclopenta[a]phenanthren-3-ol C1=CC(=CC2=CC=C3C=4CC=CC4C=CC3=C12)O